2-Chloro-N-(4-(1-methyl-5-(3-(prop-2-yn-1-yloxy)benzamido)-1H-pyrazol-3-yl)phenyl)benzamide ClC1=C(C(=O)NC2=CC=C(C=C2)C2=NN(C(=C2)NC(C2=CC(=CC=C2)OCC#C)=O)C)C=CC=C1